7-[4-(TRIFLUOROMETHYL)-3-[(1S,2S,6R,8S)-2,9,9-TRIMETHYL-3,5-DIOXA-4-BORATRICYCLO[6.1.1.02,6]DECAN-4-YL]PHENYL]CINNOLIN-4-AMINE FC(C1=C(C=C(C=C1)C1=CC=C2C(=CN=NC2=C1)N)B1O[C@]2([C@@H]3C([C@H](C[C@H]2O1)C3)(C)C)C)(F)F